NCN1C(C(=CC1=O)C)=O 1-(aminomethyl)-3-methyl-1H-pyrrole-2,5-dione